2-chloro-N,N-dimethyl-6-(3-((R or S)-6-((S or R)-3,3,3-trifluoro-2-hydroxy-2-phenylpropanoyl)-6-azaspiro[2.5]octan-1-yl)propoxy)nicotinamide ClC1=C(C(=O)N(C)C)C=CC(=N1)OCCC[C@@H]1CC12CCN(CC2)C([C@](C(F)(F)F)(C2=CC=CC=C2)O)=O |o1:16,25|